C(C)C=1C=CC(=NC1)CCO 5-ethyl-2-(2-hydroxyethyl)pyridine